C(C#C)NC1C=NC2=NC=NC(=C12)N 7-deaza-7-propargylaminoadenine